3,4-difluoro-2-trifluoromethyl-bromobiphenyl FC=1C(=C(C=C(C1F)Br)C1=CC=CC=C1)C(F)(F)F